n-docosyl ketone C(CCCCCCCCCCCCCCCCCCCCC)C(=O)CCCCCCCCCCCCCCCCCCCCCC